ClC1=C(C=C(CNC(C(C)C)=O)C=C1)C=1NC(C=C(N1)C=1C=NC(=CC1)OCCOCC)=O N-(4-chloro-3-{4-[6-(2-ethoxyethoxy)pyridin-3-yl]-6-oxo-1,6-dihydropyrimidin-2-yl}benzyl)isobutyramide